3-{2-[(S)-amino(4,4-difluorocyclohexyl)methyl]-4-fluoro-1H-benzimidazol-5-yl}pyrrolidine-1,3-dicarboxylic acid di-tert-butyl ester C(C)(C)(C)OC(=O)N1CC(CC1)(C(=O)OC(C)(C)C)C1=C(C2=C(NC(=N2)[C@H](C2CCC(CC2)(F)F)N)C=C1)F